The molecule is a diamino acid that is caproic (hexanoic) acid bearing two amino substituents at positions 2 and 6. It has a role as a Daphnia magna metabolite. It is an alpha-amino acid, a diamino acid and a polar amino acid. It contains a 4-aminobutyl group. It derives from a hexanoic acid. It is a conjugate base of a lysinium(1+). It is a conjugate acid of a lysinate. C(CCN)CC(C(=O)O)N